1-(4-amino-2-hydroxy-3-nitrophenyl)ethan-1-one NC1=C(C(=C(C=C1)C(C)=O)O)[N+](=O)[O-]